(4-(2-(diethylamino)benzothiazol-6-yl)-5-fluoropyrimidin-2-yl)amine C(C)N(C=1SC2=C(N1)C=CC(=C2)C2=NC(=NC=C2F)N)CC